[Si](C)(C)(C(C)(C)C)OCC=1C(=NC2=CC(=C(C=C2C1)C(=O)OC)F)NCC1=CC=C(C=C1)OC methyl 3-(((tert-butyldimethylsilyl)oxy)methyl)-7-fluoro-2-((4-methoxybenzyl)amino)quinoline-6-carboxylate